COC=1C(=NC=C(C1)OCC(CCC)C)C(=O)NC methoxy-N-methyl-5-((2-methylpentyl)oxy)pyridineamide